(6-bromohexyl)-triphenylphosphine BrCCCCCCC1=C(C=CC=C1)P(C1=CC=CC=C1)C1=CC=CC=C1